N[C@@H](C(=O)C1C(C2=CC=C(C=C2C1=O)OC=1C=C2C(C(C(C2=CC1)=O)C([C@@H](C(C)C)N)=O)=O)=O)C(C)C 2-[(2R)-2-amino-3-methylbutanoyl]-5-({2-[(2R)-2-amino-3-methylbutanoyl]-1,3-dioxo-2,3-dihydro-1H-inden-5-yl}oxy)-2,3-dihydro-1H-indene-1,3-dione